[3-cyclopropyl-4-(3-methyl-4-methylsulfonylphenyl)-1H-indazol-5-yl]-imino-methyl-oxo-sulfane C1(CC1)C1=NNC2=CC=C(C(=C12)C1=CC(=C(C=C1)S(=O)(=O)C)C)S(=O)C=N